(E)-2-(2-(aminomethyl)-3-fluoroallyl)-5-cyclobutyl-2,5,6,7-tetrahydro-4H-pyrazolo[4,3-c]pyridin-4-one hydrochloride Cl.NC/C(/CN1N=C2C(C(N(CC2)C2CCC2)=O)=C1)=C\F